ClC1=C(C=CC=C1)N1C=CC2=CC=CC=C12 1-(2-chlorophenyl)-1H-indole